CC=1C(=NC(=CN1)C1=CN=CN1C)C(=O)OC Methyl 3-methyl-6-(1-methyl-1H-imidazol-5-yl)pyrazine-2-carboxylate